6-(((5-(tert-butyl)benzo[d]oxazol-2-yl)methyl)thio)-1-(4,4-difluorocyclohexyl)-1,5-dihydro-4H-pyrazolo[3,4-d]pyrimidin-4-one C(C)(C)(C)C=1C=CC2=C(N=C(O2)CSC=2NC(C3=C(N2)N(N=C3)C3CCC(CC3)(F)F)=O)C1